O1ONC(C(C1)=O)=O dioxazinedione